(cis)-3-(5-(2-bromoethoxy)-7-(trifluoromethyl)-1H-benzo[d]imidazol-2-yl)-1-methylcyclobutan-1-ol BrCCOC1=CC2=C(NC(=N2)C2CC(C2)(O)C)C(=C1)C(F)(F)F